N-[1-(Difluoromethyl)cyclopropyl]-4-[[2-[2-fluoro-5-hydroxy-4-(2-hydroxy-1,1-dimethyl-ethyl)phenyl]acetyl]amino]pyridine-2-carboxamide FC(C1(CC1)NC(=O)C1=NC=CC(=C1)NC(CC1=C(C=C(C(=C1)O)C(CO)(C)C)F)=O)F